2-(5-chloropyridin-2-yl)ethan-1-ol ClC=1C=CC(=NC1)CCO